C(#N)C1=NC2=CC(=CC(=C2N=C1N1CC=2N(CC1)N=CC2)[C@@H](C)NC2=C(C(=O)O)C=CC=C2)C (R)-2-((1-(2-cyano-3-(6,7-dihydro-pyrazolo[1,5-a]pyrazin-5(4H)-yl)-7-methylquinoxalin-5-yl)ethyl)amino)-benzoic acid